C(C)(C)(C)OC(NC1CC2(C1)CCN(CC2)C2=C(C=C(C=C2)NC2=NC=C(C(=N2)NC2=C(C=CC=C2)P(=O)(C)C)Cl)C(F)(F)F)=O tert-butyl(7-(4-((5-chloro-4-((2-(dimethylphosphoryl)phenyl)amino)pyrimidin-2-yl)amino)-2-(trifluoromethyl)phenyl)-7-azaspiro[3.5]nonan-2-yl)carbamate